O=C1NC(CCC1NC(CC1=CC=C(C=C1)C1CCN(CC1)C(CCCCCCCNC(=O)C=1C=NN2C1N=C(C=C2)N2[C@H](CCC2)C2=C(C=CC(=C2)F)F)=O)=O)=O |r| N-[8-[4-[4-[2-[(2,6-dioxo-3-piperidyl)amino]-2-oxo-ethyl]phenyl]-1-piperidyl]-8-oxo-octyl]-5-[rac-(2R)-2-(2,5-difluorophenyl)pyrrolidin-1-yl]pyrazolo[1,5-a]pyrimidine-3-carboxamide